The molecule is a member of the class of coumarins that is coumarin substituted by a methoxy group at position 7. It has a role as a fluorochrome. COC1=CC2=C(C=C1)C=CC(=O)O2